1,1-di(hydroxyphenyl)-1-phenylbutane OC1=C(C=CC=C1)C(CCC)(C1=CC=CC=C1)C1=C(C=CC=C1)O